((1S,6R,7R)-7-(2-fluorophenyl)-3-(3-(3-methoxycinnolin-7-yl)-1H-pyrazolo[3,4-b]pyrazin-6-yl)-3-azabicyclo[4.1.0]heptan-7-yl)methanamine FC1=C(C=CC=C1)[C@]1([C@@H]2CCN(C[C@H]12)C1=CN=C2C(=N1)NN=C2C2=CC=C1C=C(N=NC1=C2)OC)CN